tert-butyl 3-(4-bromothiophen-3-yl)-3-(((methylthio)carbonothioyl)oxy)azetidine-1-carboxylate BrC=1C(=CSC1)C1(CN(C1)C(=O)OC(C)(C)C)OC(=S)SC